isopropyl (R)-2-amino-4,4-dimethyl-2-(4-(pyridin-2-yl)phenyl)pentanoate N[C@](C(=O)OC(C)C)(CC(C)(C)C)C1=CC=C(C=C1)C1=NC=CC=C1